N1(N=CC=C1)CCCCNC(C1=CC=CC=C1)=O N-(4-(N-pyrazolyl)butyl)-benzamide